CN(S(=O)(=O)C1=C(C=CC=C1)CNC(CN1CCN(CC1)C1=C2C(NC=N1)=NC=C2)=O)C N-{[2-(dimethylsulfamoyl)phenyl]methyl}-2-(4-{1H-pyrrolo[2,3-d]pyrimidin-4-yl}piperazin-1-yl)acetamide